CC=1N=C(SC1C)C(NC(=O)C=1C(=NN(C1)C)C(F)(F)F)C1=CC(=CC=C1)Cl N-((4,5-dimethylthiazol-2-yl)(m-chlorophenyl)methyl)-1-methyl-3-(trifluoromethyl)-1H-pyrazole-4-carboxamide